NC(C(COC(F)F)NC(=O)C1=C(OC2=C1C=C(C=C2)OCC2=CN=C(S2)C)C)=O N-(1-amino-3-(difluoromethoxy)-1-oxopropan-2-yl)-2-methyl-5-((2-methylthiazol-5-yl)methoxy)benzofuran-3-carboxamide